C(C1=CC=CC=C1)N1C2(CNC2=O)CN(CC1)CC1=CC=CC=C1 5,8-dibenzyl-2,5,8-triazaspiro[3.5]nonan-1-one